ClC=1C(=CC=C2C(N(C(NC12)=O)CC)=S)CN1CCN(CC1)C=1C=CC(=NC1F)C(=O)NC 5-(4-((8-chloro-3-ethyl-2-oxo-4-thioxo-1,2,3,4-tetrahydroquinazolin-7-yl)methyl)piperazin-1-yl)-6-fluoro-N-methylpicolinamide